(S)-5-Benzyl-N-(8-(3-hydroxy-3-methylbut-1-yn-1-yl)-5-methyl-4-oxo-2,3,4,5-tetrahydropyrido[3,2-b][1,4]oxazepin-3-yl)-4H-1,2,4-triazole-3-carboxamide C(C1=CC=CC=C1)C=1NC(=NN1)C(=O)N[C@@H]1C(N(C2=C(OC1)C=C(C=N2)C#CC(C)(C)O)C)=O